C(C)(CC)C1=CC=C(CCC2CCN(CC2)S(=O)(=O)C=2C=C(N(C2)C)C(=O)OC)C=C1 methyl 4-((4-(4-(sec-butyl)phenethyl)piperidin-1-yl) sulfonyl)-1-methyl-1H-pyrrole-2-carboxylate